ClC=1C=NN(C1CC1N(C(C2=CC=C(C=C12)OC(F)F)=O)CC=1C=NC(=CC1)OC)C 3-((4-chloro-1-methyl-1H-pyrazol-5-yl)methyl)-5-(difluoromethoxy)-2-((6-methoxypyridin-3-yl)methyl)isoindolin-1-one